COC1=C(C=O)C(=CC=C1OC)OC 2,3,6-Tri-methoxybenzaldehyd